4-(7-methoxyquinolin-4-yl)-2-methylphenol mesylate S(C)(=O)(=O)OC1=C(C=C(C=C1)C1=CC=NC2=CC(=CC=C12)OC)C